N2-(2-methyl-6-(1,4-oxazepan-4-yl)pyridin-3-yl)spiro[3.3]heptane-2,6-diamine CC1=NC(=CC=C1NC1CC2(C1)CC(C2)N)N2CCOCCC2